5-nitro-3-(trifluoromethyl)pyridin-2-one [N+](=O)([O-])C=1C=C(C(NC1)=O)C(F)(F)F